enanthic acid propyl ester C(CC)OC(CCCCCC)=O